{6-[(2-amino-3-chloropyridin-4-yl)mercapto]-3-[(3S,4S)-4-amino-3-methyl-2-oxa-8-azaspiro[4.5]dec-8-yl]-5-methylpyrazin-2-yl}methanol NC1=NC=CC(=C1Cl)SC1=C(N=C(C(=N1)CO)N1CCC2([C@@H]([C@@H](OC2)C)N)CC1)C